C(C)(C)(C)N(C(O)=O)CCCN1N=C(C(=C1)OCC1=CC=CC=C1)C.C(C)OC1=C(C(=O)NC(C)C2=NC(=CC=C2)OC)C=C(C=C1)NC(C(C)C)=O 2-ethoxy-5-isobutyrylamino-N-(1-(6-methoxypyridin-2-yl)ethyl)benzamide tert-butyl-{3-[4-(benzyloxy)-3-methyl-1H-pyrazol-1-yl]propyl}carbamate